C(CC)OC=1C=CSC1 4-propoxythiophen